ClC=1C(=C(C=C(C1)O)C1=C(C=2N=C(N=C(C2C=N1)N1CC(CCC1)(O)C)OCC12CCCN2CCC1)F)[C@@H]1[C@@H](C1)C 1-(7-(3-chloro-5-hydroxy-2-((1S,2R)-2-methylcyclopropyl)phenyl)-8-fluoro-2-((tetrahydro-1H-pyrrolizin-7a(5H)-yl)methoxy)pyrido[4,3-d]pyrimidin-4-yl)-3-methylpiperidin-3-ol